C(C)OC(COC1=NC=CC(=C1)C1=C(C(=CC=C1)C(C)C)CC(=O)O)OCC 2-(2-(2-(2,2-diethoxyethoxy)pyridin-4-yl)-6-isopropylphenyl)acetic acid